NC1=NC=2C=C(C=CC2C2=C1N=C(N2CC(C)(O)C)COCC)CC2CCNCC2 1-(4-amino-2-(ethoxymethyl)-7-(piperidin-4-ylmethyl)-1H-imidazo[4,5-c]quinolin-1-yl)-2-methylpropan-2-ol